(R)-2-(tert-butyl)-5-(4-(4-methylpyrazolo[1,5-a]pyridin-2-yl)-6,7-dihydro-1H-imidazo[4,5-c]pyridin-5(4H)-yl)-1,3,4-oxadiazole C(C)(C)(C)C=1OC(=NN1)N1[C@H](C2=C(CC1)NC=N2)C2=NN1C(C(=CC=C1)C)=C2